ClC1=C(C(=O)Cl)C=C(C(=C1)Cl)F 2,4-Dichloro-5-fluorobenzoyl chloride